methyl 1-{6-[2-(methoxymethoxy)phenyl]pyridazin-4-yl}-4-phenylpiperidine-4-carboxylate COCOC1=C(C=CC=C1)C1=CC(=CN=N1)N1CCC(CC1)(C(=O)OC)C1=CC=CC=C1